C(#N)C1=C(C(=CC=C1)C#N)I 1,3-dicyano-2-iodobenzene